FC([C@@](CNC)(O)C)(F)F (2R)-1,1,1-trifluoro-2-methyl-3-(methylamino)propan-2-ol